FC(C=1N=C(OC1C(=O)N1[C@H](C2=C(CC1)NC=N2)C2=NN1C(C=CC=C1)=C2)[C@@H](C)O)F (4-(difluoromethyl)-2-((R)-1-hydroxyethyl)oxazol-5-yl)((R)-4-(pyrazolo[1,5-a]pyridin-2-yl)-6,7-dihydro-1H-imidazo[4,5-c]pyridin-5(4H)-yl)methanone